6-(4-carbazolylphenyl)benzo[h]quinoline C1(=CC=CC=2C3=CC=CC=C3NC12)C1=CC=C(C=C1)C=1C=C2C=CC=NC2=C2C1C=CC=C2